S(=O)(=O)(ON1[C@@H]2CC[C@H](N(C1=O)C2)C(F)F)[O-].[Na+] Sodium (2S,5R)-7-oxo-2-(difluoromethyl)-1,6-diazabicyclo[3.2.1]octan-6-yl sulfate